N-(1-methylethyl)-2-(3-pyridinyl)-2H-indazole-5-carboxamide CC(C)NC(=O)C1=CC2=CN(N=C2C=C1)C=1C=NC=CC1